O1C2=C(OCCC1)C=C(C=C2)C2=NN(C(=C2O)C)C 3-(3,4-Dihydro-2H-benzo[b][1,4]dioxepin-7-yl)-1,5-dimethyl-1H-pyrazol-4-ol